amino-6-(2-methoxy-3-cyanopyridin-5-yl)pyrido[3,2-d]pyrimidine NC=1N=CC2=C(N1)C=CC(=N2)C=2C=C(C(=NC2)OC)C#N